C(C)(=O)N1CC=2N(CC1)C(=NC2C=2C=CC=C1C=C(N=CC21)C2=CC=C(C=C2)C(CCCC#CC2=C1CN(C(C1=CC=C2)=O)C2C(NC(CC2)=O)=O)=O)C2CCOCC2 3-(4-(6-(4-(8-(7-Acetyl-3-(tetrahydro-2H-pyran-4-yl)-5,6,7,8-tetrahydroimidazo[1,5-a]pyrazin-1-yl)isoquinolin-3-yl)phenyl)-6-oxohex-1-yn-1-yl)-1-oxoisoindolin-2-yl)piperidine-2,6-dione